methyl ((2S,E)-7-(dimethylamino)-1-((1-((7-(1-hydroxy-2,2-dimethylpropyl)-1H-benzo[d]imidazol-2-yl)methyl)-2-oxo-1,2-dihydropyridin-3-yl)amino)-1,7-dioxohept-5-en-2-yl)carbamate CN(C(/C=C/CC[C@@H](C(=O)NC=1C(N(C=CC1)CC1=NC2=C(N1)C(=CC=C2)C(C(C)(C)C)O)=O)NC(OC)=O)=O)C